6-(4-hydroxy-4-phenylpiperidin-1-yl)quinoline-4-carboxylic acid methyl ester COC(=O)C1=CC=NC2=CC=C(C=C12)N1CCC(CC1)(C1=CC=CC=C1)O